2,4-dioxolan-3-yl benzoate C(C1=CC=CC=C1)(=O)OC1OCCO1